C1(=CC=C(C=C1)C(CC(=C)C)=O)C1=CC=CC=C1 1-([1,1'-biphenyl]-4-yl)-3-methylbut-3-en-1-one